BrC1=CC=C(C=C1)C1=NN2C(C=CC(=C2)C2=CC=CC=C2)=N1 2-(4-bromophenyl)-6-phenyl-[1,2,4]triazolo[1,5-a]pyridine